CC(C)(C)OC(=O)N[C@H](CC1CCCCC1)C(=O)O Boc-D-Cyclohexylalanine